FC(C=1C(=C(C=CC1)[C@@H](C)NC=1C=2C(N=C(N1)C)=C(C(N(C2)C2(CC2)CF)=O)N2CCN(CC2)C2COC2)F)F (R)-4-((1-(3-(difluoromethyl)-2-fluorophenyl)ethyl)amino)-6-(1-(fluoromethyl)cyclopropyl)-2-Methyl-8-(4-(oxetan-3-yl)piperazin-1-yl)pyrido[4,3-d]pyrimidin-7(6H)-one